carbonyl-bifluorene C(=O)=C1C(C=2CC3=CC=CC=C3C2C=C1)=C1C=CC=C2C3=CC=CC=C3C=C12